COC=1C(=C(/C=C/C2=C(C(NC(N2)=S)=O)C#N)C=CC1)OCC=1NOC(N1)=O (E)-6-(3-methoxy-2-((5-oxo-2,5-dihydro-1,2,4-oxadiazol-3-yl)methoxy)styryl)-4-oxo-2-thioxo-1,2,3,4-tetrahydropyrimidine-5-carbonitrile